N1N=C(N=C1)C1=CC=C(C=C1)N1C(N(CC=2C1=NC(=NC2)NCC(F)(F)F)C2=CC1=C(OCCO1)C=C2)=O 1-(4-(1H-1,2,4-triazol-3-yl)phenyl)-3-(2,3-dihydrobenzo[b][1,4]dioxin-6-yl)-7-((2,2,2-trifluoroethyl)amino)-3,4-dihydropyrimido[4,5-d]pyrimidin-2(1H)-one